N,N-dimethyl-2-(trifluoromethoxy)benzamide CN(C(C1=C(C=CC=C1)OC(F)(F)F)=O)C